2,5-bis(methoxycarbonyl)terephthaloyl dichloride COC(=O)C1=C(C(=O)Cl)C=C(C(=C1)C(=O)Cl)C(=O)OC